methyl (S)-7-chloro-2-(hydroxymethyl)-2,5-dihydroindeno[1,2-e][1,3,4]oxadiazine-4a(3H)-carboxylate ClC=1C=C2C[C@]3(C(=NN(CO3)CO)C2=CC1)C(=O)OC